(cyclopentadienyl)(1-methyl-3-n-butylcyclopentadienyl)hafnium dichloride [Cl-].[Cl-].C1(C=CC=C1)[Hf+2]C1(C=C(C=C1)CCCC)C